The molecule is an amino tetrasaccharide consisting of a D-GalNAc-(1->3)-[D-GalNAc-(1->4)]-D-GalNAc moiety attached to N-acetyl-D-galactosaminitol via a (1->3)-linkage. It has a role as a carbohydrate allergen. CC(=O)N[C@@H]1[C@H]([C@H]([C@H](OC1O[C@@H]2[C@H](OC([C@@H]([C@H]2OC3[C@@H]([C@H]([C@H]([C@H](O3)CO)O)O)NC(=O)C)NC(=O)C)O[C@H]([C@H](CO)NC(=O)C)[C@H]([C@@H](CO)O)O)CO)CO)O)O